C(C)(=O)O[C@H]1[C@H](N(C[C@@H]1O)C(=O)OC(C)(C)C)CC1=CC=C(C=C1)C=1N=NNN1 tert-butyl (2R,3S,4S)-3-(acetyloxy)-4-hydroxy-2-{[4-(2H-1,2,3,4-tetrazol-5-yl)phenyl]methyl}pyrrolidine-1-carboxylate